ClC=1C(N(N=CC1NC[C@@H]1COCCC1)[C@@H]1CC[C@H](CC1)N(C1=CC=C(C=C1)F)C(C)C)=O Trans-4-chloro-2-[4-(4-fluoro-N-isopropyl-anilino)cyclohexyl]-5-[[(3R)-tetrahydropyran-3-yl]methylamino]pyridazin-3-one